BrC=1C=C(C=CC1)C1=CC(=CC=C1)I 3-bromo-3'-iodo-1,1'-biphenyl